CC1=C(C(=CC(=C1)C)C)N1C(N(CC1)C1=C(C=C(C=C1C)C)C)=[Ru-4](=CC1=C(C=CC(=C1)[N+](=O)[O-])OC(C)C)(I)I (1,3-bis(2,4,6-trimethylphenyl)imidazolidin-2-ylidene)diiodo(2-isopropoxy-5-nitrobenzylidene)ruthenium (II)